O[C@@H]1C[C@@H](CC[C@H]1C)NC1=NC(=NC=C1C(=O)N)N[C@@H]1CC=2C=CC=NC2CC1 4-((1R,3R,4R)-3-hydroxy-4-methylcyclohexylamino)-2-((S)-5,6,7,8-tetrahydroquinolin-6-ylamino)pyrimidine-5-carboxamide